3-(5-(4-fluorophenyl)-1H-imidazol-2-yl)-1H-indazole-5-carboxylic acid FC1=CC=C(C=C1)C1=CN=C(N1)C1=NNC2=CC=C(C=C12)C(=O)O